N(=C=O)C1=NC=CC=C1N=C=O 2,3-diisocyanatopyridine